OCC1=CC=C(O1)C1=CN2C(S1)=C(C=N2)C(=O)N (5-(hydroxymethyl)furan-2-yl)pyrazolo[5,1-b]thiazole-7-carboxamide